COC=1C=C2N(CCN(C2=CC1)C(=O)OC(C)(C)C)C(C=CC1=CC(=CC=C1)OC)=O tert-butyl 6-methoxy-4-[3-(3-methoxyphenyl)-1-oxoprop-2-enyl]-1,2,3,4-tetrahydroquinoxaline-1-carboxylate